(2,4-dimethoxyphenyl)pyridin methyl-1-amino-4-oxocyclohexane-1-carboxylate hydrochloride Cl.COC(=O)C1(CCC(CC1)=O)N.COC1=C(C=CC(=C1)OC)C1=NC=CC=C1